O=C1NC(CCC1C=1C=C(CN(C2CCN(CC2)C2=CC(=C(C=C2C)NC2=NC=C(C(=C2)NC2=C(C(=O)NC)C=CC=C2)C(F)(F)F)OC(C)C)C)C=CC1)=O 2-((2-((4-(4-((3-(2,6-dioxopiperidin-3-yl)benzyl)(methyl)amino)piperidin-1-yl)-2-isopropoxy-5-methylphenyl)amino)-5-(trifluoromethyl)pyridin-4-yl)amino)-N-methylbenzamide